7-bromo-4-(hydroxymethyl)-3-methyl-1,5-naphthyridin-2(1H)-one BrC1=CN=C2C(=C(C(NC2=C1)=O)C)CO